C(C)(C)(C)C1=CC=C(C=N1)C=1N=C2SCC(CN2C(C1C#N)=O)C(F)(F)F 8-(6-tert-butylpyridin-3-yl)-6-oxo-3-(trifluoromethyl)-2H,3H,4H,6H-pyrimido[2,1-b][1,3]thiazine-7-carbonitrile